tetrafluorothianthrenium tetrafluoroborate F[B-](F)(F)F.FC1=C(C(=C(C=2SC3=CC=CC=C3[SH+]C12)F)F)F